N-(2-ethylhexyl)-2-(3,4-di-(2-propen-1-oxy)-phenyl)-3,7-di-(2-propen-1-oxy)-quinolin-4-one C(C)C(CN1C(=C(C(C2=CC=C(C=C12)OCC=C)=O)OCC=C)C1=CC(=C(C=C1)OCC=C)OCC=C)CCCC